COC=1C=C(C=CC1C)NC(=O)C1CCC(CC1)C1=C(C(=C(C(=O)N)C=C1)[N+](=O)[O-])C ((1s,4s)-4-((3-Methoxy-4-methylphenyl)carbamoyl)cyclohexyl)-3-methyl-2-nitrobenzamide